O1CCN(CC1)C1=NC=CC(=C1)C#CC=1C(=NC=C(C1)[N+](=O)[O-])[NH-] 3-(2-(2-morpholinopyridin-4-yl)ethynyl)-5-nitropyridin-2-aminId